7-[2-chloro-4-(2-tetrahydropyran-4-yloxyethoxy)phenoxy]-1-methyl-indazole-5-carboxamide ClC1=C(OC=2C=C(C=C3C=NN(C23)C)C(=O)N)C=CC(=C1)OCCOC1CCOCC1